(R)-4-(2-(4-(2-acetyl-5-chlorophenyl)-5-methoxy-2-oxopyridin-1(2H)-yl)-3-phenylpropionylamino)benzoic acid C(C)(=O)C1=C(C=C(C=C1)Cl)C1=CC(N(C=C1OC)[C@@H](C(=O)NC1=CC=C(C(=O)O)C=C1)CC1=CC=CC=C1)=O